1-[(cyclopropoxycarbonyl)oxy]ethyl-(2R,3R,4S)-4-(benzo[d][1,3]dioxolan-5-yl)-1-[2-(dibutylamino)-2-oxo Ethyl]-2-(4-methoxyphenyl)pyrrolidine-3-carboxylate C1(CC1)OC(=O)OC(C)OC(=O)[C@H]1[C@@H](N(C[C@@H]1C1=CC2=C(OCO2)C=C1)CC(=O)N(CCCC)CCCC)C1=CC=C(C=C1)OC